CC(C(=O)OC1=NC2=CC(=CC=C2C=C1)OCCCCN1CCN(CC1)C1=CC=CC=2SC=CC21)(CC)C 7-(4-(4-(benzo[b]thiophen-4-yl)piperazin-1-yl)butoxy)quinolin-2-yl 2,2-dimethylbutanoate